C(#N)C=1C=CC(N(C1)C=1C=NC(=CC1)N[C@@H]1C[C@H](CC1)NC(OC(C)(C)C)=O)=O tert-butyl ((1S,3S)-3-((5-cyano-2-oxo-2H-[1,3'-bipyridin]-6'-yl)amino)cyclopentyl)carbamate